Cl.BrC1=C(N=CC2=C1OCCN2)C 8-bromo-7-methyl-3,4-dihydro-2H-pyrido[4,3-b][1,4]oxazine hydrochloride